2,4,5,6-tetrakis(9H-carbazole-9-yl)isophthalonitrile C1=CC=CC=2C3=CC=CC=C3N(C12)C1=C(C#N)C(=C(C(=C1C#N)N1C2=CC=CC=C2C=2C=CC=CC12)N1C2=CC=CC=C2C=2C=CC=CC12)N1C2=CC=CC=C2C=2C=CC=CC12